ClC1=CC(=NC=C1C(F)(F)F)NC(=O)N1[C@@H]2CC[C@H]1CC=1C(=NC=CC12)F (5R,8S)-N-(4-chloro-5-(trifluoromethyl)pyridin-2-yl)-1-fluoro-6,7,8,9-tetrahydro-5H-5,8-epiminocyclohepta[c]pyridine-10-carboxamide